NC1CN(C1)C(=O)C1=NC(=CC=C1C(F)F)N1C=NC2=C1C=CC(=C2)NC=2N=NC(=CC2)C (3-aminoazetidin-1-yl)-[3-(difluoromethyl)-6-[5-[(6-methylpyridazin-3-yl)amino]benzimidazol-1-yl]-2-pyridyl]methanone